ClC1=NC=CC(=C1)CC=1C(=C2C=CC=NC2=C(C1)C(=O)OC)C methyl 6-(2-chloropyridin-4-ylmethyl)-5-methylquinoline-8-carboxylate